((3-chloro-2-methylphenyl)amino)-3-phenoxypropan-2-ol ClC=1C(=C(C=CC1)NCC(COC1=CC=CC=C1)O)C